NC1=NC=2C=NC(=CC2C2=C1[C@H](OC2)C)C(=O)N(CC=2N=NC(=CC2)OC(F)F)CC2CC2 (3R)-4-amino-N-(cyclopropylmethyl)-N-((6-(difluoromethoxy)-3-pyridazinyl)methyl)-3-methyl-1,3-dihydrofuro[3,4-c][1,7]naphthyridine-8-carboxamide